3-[3-methyl-2-oxo-5-(piperazin-1-ylmethyl)benzimidazol-1-yl]Piperidine-2,6-dione CN1C(N(C2=C1C=C(C=C2)CN2CCNCC2)C2C(NC(CC2)=O)=O)=O